((2-(2-hydroxypropan-2-yl)phenyl)amino)-3-((6-methoxy-2-methyl-1,2,3,4-tetrahydroisoquinolin-7-yl)amino)-1,2,4-triazine-6-carboxamide OC(C)(C)C1=C(C=CC=C1)NC=1N=C(N=NC1C(=O)N)NC1=C(C=C2CCN(CC2=C1)C)OC